2-(4-Fluorophenyl)-1-(p-tolyl)ethan-1-one FC1=CC=C(C=C1)CC(=O)C1=CC=C(C=C1)C